Ethyl 5-(diethoxymethyl)-1H-pyrazole-4-carboxylate C(C)OC(C1=C(C=NN1)C(=O)OCC)OCC